3-(imidazopyridinyl)-1H-pyrazol-4-amine N1C(=NC2=C1C=CC=N2)C2=NNC=C2N